COC(C(CC1=NC=CC=N1)N)=O 2-amino-3-(pyrimidin-2-yl)propionic acid methyl ester